5-(4-((5-formyl-3-methyl-2,4-dioxo-1,2,3,4-tetrahydroquinazolin-7-yl)methyl)piperazin-1-yl)-N,6-dimethylpyridineamide C(=O)C1=C2C(N(C(NC2=CC(=C1)CN1CCN(CC1)C=1C=CC(=NC1C)C(=O)NC)=O)C)=O